CC1=CC=C(C=C1)S(=O)(=O)N[C@H](C(=O)N(C1=CC=C(C=C1)[N+](=O)[O-])C1=CC=C(C=C1)N1CCOCC1)CC(=O)N (S)-2-(4-Methylphenylsulfonamido)-N1-(4-morpholinophenyl)-N1-(4-nitrophenyl)succinamide